C(C1=CC=CC=C1)OC=1C(=C(C(=O)O)C(=C(C1OCC1=CC=CC=C1)OC)F)F 3,4-bis(benzyloxy)-2,6-difluoro-5-methoxybenzoic acid